N[C@H]1CCC2=CC(=CC=C12)N1C(=NC=2C1=NC(=CC2)N2N=CC(=C2)COC)C=2C(=NC=CC2)N (S)-3-(3-(1-amino-2,3-dihydro-1H-inden-5-yl)-5-(4-(methoxymethyl)-1H-pyrazol-1-yl)-3H-imidazo[4,5-b]pyridin-2-yl)pyridin-2-amine